methyl acetate phthalate C(C=1C(C(=O)O)=CC=CC1)(=O)O.C(C)(=O)OC